Butyl 3-((((benzyloxy)carbonyl)amino)methyl)-3-hydroxypyrrolidine-1-carboxylate C(C1=CC=CC=C1)OC(=O)NCC1(CN(CC1)C(=O)OCCCC)O